4-(3-chloropropyl)morpholine hydrochloride Cl.ClCCCN1CCOCC1